6-(2-hydroxy-2-methylpropoxy)-4-(6-(4-(pyridin-2-ylmethoxy)piperidin-1-yl)pyridin-3-yl)pyrazolo[1,5-a]pyridine-3-carbonitrile OC(COC=1C=C(C=2N(C1)N=CC2C#N)C=2C=NC(=CC2)N2CCC(CC2)OCC2=NC=CC=C2)(C)C